C(C)(=O)NC=1N=C2N(N=C(C=C2)C=2C=CC(=C(C(=O)NCC3=C(C=CC(=C3)F)C(=O)N3CCCCC3)C2)C)C1 5-{2-acetamidoimidazo[1,2-b]pyridazin-6-yl}-N-{[5-fluoro-2-(piperidine-1-carbonyl)phenyl]methyl}-2-methylbenzamide